N-[2,6-difluoro-4-(2-phenylethynyl)phenyl]-2-methyl-benzenesulfonamide FC1=C(C(=CC(=C1)C#CC1=CC=CC=C1)F)NS(=O)(=O)C1=C(C=CC=C1)C